1-(1Z-eicosenyl)-2-(5Z,8Z,11Z,14Z,17Z-eicosapentaenoyl)-glycero-3-phosphoserine CCCCCCCCCCCCCCCCCC/C=C\OC[C@H](COP(=O)(O)OC[C@@H](C(=O)O)N)OC(=O)CCC/C=C\C/C=C\C/C=C\C/C=C\C/C=C\CC